(S)-N-(1-amino-3-hydroxy-2-methyl-1-oxopropan-2-yl)-5-(6-cyclopropylpyrazin-2-yl)-2-methylbenzofuran-3-carboxamide NC([C@@](CO)(C)NC(=O)C1=C(OC2=C1C=C(C=C2)C2=NC(=CN=C2)C2CC2)C)=O